3,5-Dimethoxy-4-hydroxy-benzaldehyd COC=1C=C(C=O)C=C(C1O)OC